ClC=1C=C(C=CC1Cl)[C@@H]1CN(C[C@H]1O)C(=O)OC(C)(C)C |r| tert-butyl rac-(3R,4S)-3-(3,4-dichlorophenyl)-4-hydroxy-pyrrolidine-1-carboxylate